C(C)OC1=C(C=CC(=N1)C(CS(=O)(=O)C)N1C(N(C2=C1C=CC(=C2)C2=C(C=CC=C2)C(F)(F)F)C)=O)OC 1-(1-(6-ethoxy-5-methoxypyridin-2-yl)-2-(methylsulfonyl)ethyl)-5-(2-(trifluoromethyl)phenyl)-3-methyl-1H-benzo[d]imidazol-2(3H)-one